COC=1C(=CC=2CCN3CC=4C(=C(C=CC4CC3C2C1)OC)OS(=O)(=O)C1=CC(=CC=C1)F)OC.BrC(C(=O)C1=CC=C(C=C1)F)C1=CC=CC=C1 2-bromo-1-(4-fluorophenyl)-2-phenyl-ethanone 2,3,10-Trimethoxy-5,6,7,8,13,13a-hexahydroisoquinolino[2,1-b]isoquinolin-9-yl-3-fluorobenzenesulfonate